BrC1=C2C=CC3=CC=C(C4=CC=C(C=C1)C2=C43)N(C4=CC=CC=C4)C4=CC=CC=C4 6-bromo-N,N-diphenylpyren-1-amine